BrC=1C(=CC=2C3=C(C(=NC2C1F)N1CC(C1)N(C)C)N=C(N3C3C1CN(C3C1)C(=O)OC(C)(C)C)CC)CCC#N tert-butyl (endo)-5-(7-bromo-8-(2-cyanoethyl)-4-(3-(dimethylamino)azetidin-1-yl)-2-ethyl-6-fluoro-1H-imidazo[4,5-c]quinolin-1-yl)-2-azabicyclo[2.1.1]hexane-2-carboxylate